2-(2-(5-cyclopropyl-3-(3,5-dichloropyridin-4-yl)isoxazol-4-yl)-7-azaspiro[3.5]non-1-en-7-yl)-4-fluorobenzo[d]thiazole-6-carboxylic acid C1(CC1)C1=C(C(=NO1)C1=C(C=NC=C1Cl)Cl)C1=CC2(C1)CCN(CC2)C=2SC1=C(N2)C(=CC(=C1)C(=O)O)F